2,4,6-tri-O-acetyl-3-O-(2-naphthylmethyl)-D-glucopyranose C(C)(=O)O[C@H]1C(O)O[C@@H]([C@H]([C@@H]1OCC1=CC2=CC=CC=C2C=C1)OC(C)=O)COC(C)=O